N[C@@H]1CC[C@H](CC1)[C@@]1(OC=2C(=C(C=3CCN(C(C3C2C)=O)CC=2C(NC(=CC2C)C)=O)C=2OC=CC2)O1)C (R)-2-(trans-4-aminocyclohexyl)-6-((4,6-dimethyl-2-oxo-1,2-dihydropyridin-3-yl)methyl)-9-(furan-2-yl)-2,4-dimethyl-7,8-dihydro-[1,3]dioxolo[4,5-g]isoquinolin-5(6H)-on